(S)-4-(cyclopropyl(4-(5,6,7,8-tetrahydro-1,8-naphthyridin-2-yl)butyl)amino)-2-(2,3-dihydro-1H-indene-2-carboxamido)butanoic acid C1(CC1)N(CC[C@@H](C(=O)O)NC(=O)C1CC2=CC=CC=C2C1)CCCCC1=NC=2NCCCC2C=C1